1-(((tert-butoxycarbonyl) amino)-1,3-dihydrospiro[indene-2,4'-piperidin]-1'-yl)-6-mercaptopyrazine-2-carboxylate C(C)(C)(C)OC(=O)NC1N(CCC2(C1)CC1=CC=CC=C1C2)N2C(C=NC=C2S)C(=O)[O-]